methyl 2,5-difluoro-6-((2-isopropyl-4-methylpyridin-3-yl) oxy)-3-nitrobenzoate FC1=C(C(=O)OC)C(=C(C=C1[N+](=O)[O-])F)OC=1C(=NC=CC1C)C(C)C